C(#N)C1(CC1)NS(=O)(=O)C1=CC=C2C3=C(N(C2=C1)C=1SC(=NN1)C(F)F)N=CN=C3C3CCN(CC3)C(=O)N3CC(C3)O N-(1-cyanocyclopropyl)-9-(5-(di-fluoromethyl)-1,3,4-thiadiazol-2-yl)-4-(1-(3-hydroxyazetidine-1-carbonyl)piperidin-4-yl)-9H-pyrimido[4,5-b]indole-7-sulfonamide